ClC=1C=CC=2C3=C(C(N(C2C1)C1=CC(=C(C=C1)F)Cl)=O)N=C(N3C)CC3=CC=C(C=C3)OC 7-chloro-5-(3-chloro-4-fluorophenyl)-2-(4-methoxybenzyl)-1-methyl-1,5-dihydro-4H-imidazo[4,5-c]quinolin-4-one